(S)-1-((3-chloro-2-(trifluoromethyl)phenyl)sulfonyl)piperidine-3-carboxylic acid ClC=1C(=C(C=CC1)S(=O)(=O)N1C[C@H](CCC1)C(=O)O)C(F)(F)F